FC1=CC=C(C=C1)CN1COC2=C(C1=O)C=C(C=C2)OC2=CC(=NC=C2)C=2C=NN(C2)C 3-[(4-fluorophenyl)methyl]-6-{[2-(1-methylpyrazol-4-yl)-4-pyridyl]oxy}-2H-1,3-benzoxazin-4-one